3-{5-[(5-Chlorothiophen-2-yl)methoxy]-1-(furan-3-carbonyl)-4-methyl-1H-pyrazol-3-yl}-2-methyl-1-(pyrrolidin-1-carbonyl)piperidin ClC1=CC=C(S1)COC1=C(C(=NN1C(=O)C1=COC=C1)C1C(N(CCC1)C(=O)N1CCCC1)C)C